NC=1C=C(C=CC1)S(=O)(=O)NC1=CC(=CC=C1)C1C(NC(CC1)=O)=O 3-amino-N-(3-(2,6-dioxopiperidin-3-yl)phenyl)benzenesulfonamide